C1(CCCC1)N1CCN(CC1)CC1=CC=C(C=C1)C1(N=C(NN1)N)N 5-(4-((4-cyclopentylpiperazino)methyl)phenyl)-1H-1,2,4-triazole-3,5-diamine